N-(1-methylcyclopentyl)pyridazine-3-carboxamide 3-hydroxypyrazolenicotinate OC1(N=NC=C1)C1=CC=NC=C1C(=O)O.CC1(CCCC1)NC(=O)C=1N=NC=CC1